tert-butyl (3S,4R)-3-amino-4-methylpyrrolidine-1-carboxylate N[C@@H]1CN(C[C@H]1C)C(=O)OC(C)(C)C